N-(amino(4-(hydroxymethyl)-2-(2-hydroxypropan-2-yl)thiazol-5-yl)(oxo)-λ6-sulfaneylidene)-2-(4-cyano-2,6-diisopropylphenyl)acetamide NS(=NC(CC1=C(C=C(C=C1C(C)C)C#N)C(C)C)=O)(=O)C1=C(N=C(S1)C(C)(C)O)CO